tert-butyl 1-[3-[(2-amino-6-fluoro-pyrazolo[1,5-a]pyrimidine-3-carbonyl)amino]-5-fluoro-4-pyridyl]piperidine-4-carboxylate NC1=NN2C(N=CC(=C2)F)=C1C(=O)NC=1C=NC=C(C1N1CCC(CC1)C(=O)OC(C)(C)C)F